C(C1=CC=CC=C1)OC1=C(C(=NC(=C1)C)C1=C(C=C(C=C1)C(C)(C)C)C)COC 4-benzyloxy-2-(4-tert-butyl-2-methyl-phenyl)-3-(methoxymethyl)-6-methyl-pyridine